N-acetyl-threoninamide ethyl-2-(7-chloro-1H-indole-2-carbonyl)-8,8-difluoro-2-azaspiro[4.5]decane-3-carboxylate C(C)C1N(C(CC12CCC(CC2)(F)F)C(=O)O[C@@H]([C@H](N)C(=O)NC(C)=O)C)C(=O)C=2NC1=C(C=CC=C1C2)Cl